8-(2-chloro-4-(2-(4-methylpiperazin-1-yl)ethoxy)phenyl)-9-(2,3-difluorobenzyl)-6-(1-methylcyclopropoxy)-9H-purine ClC1=C(C=CC(=C1)OCCN1CCN(CC1)C)C=1N(C2=NC=NC(=C2N1)OC1(CC1)C)CC1=C(C(=CC=C1)F)F